C(C)C=1C(C2=CC=CC(=C2C1)CC)[Hf]C1C(=CC2=C(C=CC=C12)CC)CC bis(2,4-diethylinden-1-yl)hafnium